N1(CCC1)C=1C=CC=2C(C3=CC=C(C=C3C(C2C1)(C)C)N1CCC1)=O 3,6-Di(azetidin-1-yl)-10,10-dimethylanthracen-9(10H)-one